FC1([C@H]2N(C(O[C@@H]12)=C=O)C=1N=C2N(CCOC3=C2C=CC(=C3)N[C@H](C(=O)N)C)C1)F (S)-2-((2-((1R,5S)-6,6-difluoro-3-carbonyl-2-oxa-4-azabicyclo[3.1.0]hexane-4-yl)-5,6-dihydrobenzo[f]imidazo[1,2-d][1,4]oxazepin-9-yl)amino)propanamide